ClC=1C=CC(=C(C1)[C@@H]1COCCCN1C1=NC(=NC(=C1)C)N)OC (R)-4-(3-(5-chloro-2-methoxyphenyl)-1,4-oxazepan-4-yl)-6-methylpyrimidin-2-amine